3-(4-(2-(trifluoromethyl)phenyl)piperidine-1-carbonyl)-4,6,7,8-tetrahydropyrazolo[4,3-c]azepine-5(1H)-carboxylic acid tert-butyl ester C(C)(C)(C)OC(=O)N1CC2=C(CCC1)NN=C2C(=O)N2CCC(CC2)C2=C(C=CC=C2)C(F)(F)F